(1R,7S,8r)-4-((2-(3,5-dichlorophenyl)-6-((2-(4-methylpiperazin-1-yl)pyrimidin-5-yl)oxy)pyridin-4-yl)methyl)-4-azabicyclo[5.1.0]octane-8-carboxylic acid ClC=1C=C(C=C(C1)Cl)C1=NC(=CC(=C1)CN1CC[C@H]2C([C@H]2CC1)C(=O)O)OC=1C=NC(=NC1)N1CCN(CC1)C